8-azadispiro[2.1.55.23]dodecane-4-amine HCl salt Cl.C1CC12C(C1(CCNCC1)CC2)N